FC1(CN(CC1)CC1CN2C(OC1)=C(C(=N2)C2=C(C=CC=C2)F)C(=O)N[C@@H]2C(NC1=C(C(=N2)C2=CC=CC=C2)C=CC=C1F)=O)F 6-[(3,3-Difluoropyrrolidin-1-yl)methyl]-N-[(3S)-9-fluoro-2-oxo-5-phenyl-1,3-dihydro-1,4-benzodiazepin-3-yl]-2-(2-fluorophenyl)-6,7-dihydro-5H-pyrazolo[5,1-b][1,3]oxazine-3-carboxamide